C(C)(C)(C)OC(=O)N1C[C@@H]2COC3=C(CN2CC1)C=CC(=C3F)Br (12AR)-9-bromo-10-fluoro-3,4,12,12a-tetrahydro-6H-pyrazino[2,1-c][1,4]benzooxazepine-2(1H)-carboxylic acid tert-butyl ester